2-oxo-1H-imidazo[1,2-a]imidazole-5-carboxamide O=C1NC=2N(C1)C(=CN2)C(=O)N